(R)-morpholine-3-ylmethanol N1[C@@H](COCC1)CO